COC=1C=C(C=CC1OC)C=1C(=NN2C1N=C(N=C2NCC2=CN=NC=C2)C)C 8-(3,4-dimethoxyphenyl)-2,7-dimethyl-N-[(pyridazin-4-yl)methyl]pyrazolo[1,5-a][1,3,5]triazin-4-amine